ClC1=CC=C(C=C1)C=1N=C2N(C=CC=C2)C1C1=NNC(=N1)CC1=CC(=C(C=C1)Cl)Cl 2-(4-Chlorophenyl)-3-(5-(3,4-dichlorobenzyl)-1H-1,2,4-triazol-3-yl)imidazo[1,2-a]pyridin